5-(2-chloro-4-methoxypyrimidin-5-yl)4-methylisoxazole ClC1=NC=C(C(=N1)OC)C1=C(C=NO1)C